N-[(4-carbamimidoylphenyl)methyl]-3-(2-methyl-4-sulfamoylphenyl)benzamide C(N)(=N)C1=CC=C(C=C1)CNC(C1=CC(=CC=C1)C1=C(C=C(C=C1)S(N)(=O)=O)C)=O